tert-butyl 3-(2-((1S,5R)-3-(8-cyanoquinolin-5-yl)-5-(trifluoromethyl)-3-azabicyclo[3.1.0]hexane-1-carbonyl)hydrazine-1-carbonyl)-2,5-dihydro-1H-pyrrole-1-carboxylate C(#N)C=1C=CC(=C2C=CC=NC12)N1C[C@@]2(C[C@@]2(C1)C(F)(F)F)C(=O)NNC(=O)C=1CN(CC1)C(=O)OC(C)(C)C